ClC=1C=C(C(=O)C(C(=O)O)(O)C(O)C(=O)O)C=CC1 dl-m-chlorobenzoyltartaric acid